(Z)-11,14,17-eicosatrienoic acid C(CCCCCCCCC\C=C/CC=CCC=CCC)(=O)O